(1R,2S,5S)-3-(L-valyl)-6,6-dimethyl-3-azabicyclo[3.1.0]hexane-2-carboxylate N[C@@H](C(C)C)C(=O)N1[C@@H]([C@H]2C([C@H]2C1)(C)C)C(=O)[O-]